ClC1=C(C=C(C=C1)C(CNCC(C)(C)O)C1=CC=CC=C1)C=1C(=CC=C(C1F)OCCOC)C(=O)N 2'-chloro-6-fluoro-5'-(2-((2-hydroxy-2-methylpropyl)amino)-1-phenylethyl)-5-(2-methoxyethoxy)-[1,1'-biphenyl]-2-carboxamide